4-Isopropoxy-6-(1-piperidinyl)indole-2-carboxylic acid C(C)(C)OC1=C2C=C(NC2=CC(=C1)N1CCCCC1)C(=O)O